P(=O)(O)(O)OC(C(=O)O)COP(=O)(O)O.FC1(CC(C1)(C)CC(=O)NC1=C(C=C(C=C1C)N1CC2=C(CCC1)C=C(C=C2)F)C)F 2-(3,3-difluoro-1-methylcyclobutyl)-N-(4-(7-fluoro-1,3,4,5-tetrahydro-2H-benzo[c]azepin-2-yl)-2,6-dimethylphenyl)acetamide 2,3-Diphosphoglycerate